COC1=CC=C(C=C1)C1=CC(=NC=C1)CNC=1C=C(CN2C[C@H](CCC2)N)C=C(C1)N1C=NC(=C1)C (S)-1-(3-(((4-(4-methoxyphenyl)pyridin-2-yl)methyl)amino)-5-(4-methyl-1H-imidazol-1-yl)benzyl)piperidin-3-amine